9-(3-methoxy-2,6-dimethylphenyl)pyrrolo[2,3-f]quinoxaline-7-carbonitrile COC=1C(=C(C(=CC1)C)N1C=C(C2=C1C=1N=CC=NC1C=C2)C#N)C